2,6-Dichloro-3-((R)-9-((R*)-1-(4-(difluoromethoxy)phenyl)ethyl)-3-methyl-10-oxo-1,2,3,4,7,8,9,10-octahydropyrido[4',3':3,4]pyrazolo[1,5-a]pyrazine-2-carbonyl)benzonitrile ClC1=C(C#N)C(=CC=C1C(=O)N1CC=2C(=NN3C2C(N(CC3)[C@H](C)C3=CC=C(C=C3)OC(F)F)=O)C[C@H]1C)Cl |o1:22|